C(C)(=O)[O-].[Pd+2].CC1=CC=CC=C1.C(C)(=O)[O-] (Toluene) Palladium (II) acetate